C(C)(C)(C)OC(=O)N1CC(C1)C=1C=NC(=CC1)N 3-(6-amino-3-pyridinyl)azetidine-1-carboxylic acid tert-butyl ester